C(C)(C)(C)OC(=O)N1C2CC(CC1C2)O trans-3-hydroxy-6-azabicyclo[3.1.1]heptane-6-carboxylic acid tert-butyl ester